ClC1=CC[N+](C=2C=CC=C(C12)C#N)=O 4-chloro-1-oxo-quinolin-1-ium-5-carbonitrile